C(C1=CC=CC=C1)OC1=CC=C(C=C1)C1=NC=CC=C1 2-(4-benzyloxyphenyl)pyridine